Cl.NC12[C@H](CC(CC1)(CC2)NC(=O)C2=CC(=NO2)C(F)F)O N-[(3S)-4-amino-3-hydroxybicyclo[2.2.2]octan-1-yl]-3-(difluoromethyl)-1,2-oxazole-5-carboxamide hydrochloride